1-(2H-1,2,3-triazol-2-yl)cyclopropane-1-carboxylic acid ethyl ester C(C)OC(=O)C1(CC1)N1N=CC=N1